(1R)-1-[(1-carbamoylcyclopropyl)methoxy]-1-(4-chlorophenyl)-2-[(5-chloropyridin-2-yl)methyl]-7-fluoro-3-oxo-2,3-dihydro-1H-isoindole-5-carboxylic acid C(N)(=O)C1(CC1)CO[C@]1(N(C(C2=CC(=CC(=C12)F)C(=O)O)=O)CC1=NC=C(C=C1)Cl)C1=CC=C(C=C1)Cl